4-(3-(tert-butylamino)-1,1,1-trifluoro-2-hydroxy-3-oxopropan-2-yl)-N-(4-fluoro-3-methylphenyl)-1,3,5-trimethyl-1H-pyrrole-2-carboxamide C(C)(C)(C)NC(C(C(F)(F)F)(O)C=1C(=C(N(C1C)C)C(=O)NC1=CC(=C(C=C1)F)C)C)=O